CCNS(=O)(=O)O 2-ethyl-sulfoamine